ClC=1C=C2CO[C@]3(O[C@@H]([C@H]([C@@H]([C@H]3O)O)O)CO)C2=CC1CC1=CC=C(C=C1)CC (1S,3'R,4'S,5'S,6'R)-5-chloro-6-(4-ethylbenzyl)-6'-(hydroxymethyl)-3',4',5',6'-tetrahydro-3H-spiro[isobenzofuran-1,2'-pyran]-3',4',5'-triol